ethyl 4-(3-oxa-8-azabicyclo[3.2.1]octane-8-carbonyl)-2-ethoxybenzoate C12COCC(CC1)N2C(=O)C2=CC(=C(C(=O)OCC)C=C2)OCC